(2r,3r,4r,5s)-3,4,5-tris(benzyloxy)-2-methyl-1-(3-(4-fluorophenyl)propyl)piperidine C(C1=CC=CC=C1)O[C@@H]1[C@H](N(C[C@@H]([C@H]1OCC1=CC=CC=C1)OCC1=CC=CC=C1)CCCC1=CC=C(C=C1)F)C